N-(4-phenanthryl)-3-phenanthrylamine C1=CC=C(C=2C3=CC=CC=C3C=CC12)NC=1C=CC=2C=CC3=CC=CC=C3C2C1